FC=1C=CC(=NC1)C1=NN2C(OC(CC2)C)=C1C1=C2C(=NC=C1)NN=C2 2-(5-fluoro-2-pyridinyl)-5-methyl-3-(1H-pyrazolo[3,4-b]pyridin-4-yl)-6,7-dihydro-5H-pyrazolo[5,1-b][1,3]oxazine